cis-3-(4-(methoxycarbonyl)phenyl)-1-(3-methoxypropyl)cycloheptane-1-carboxylic acid COC(=O)C1=CC=C(C=C1)[C@@H]1C[C@@](CCCC1)(C(=O)O)CCCOC